2-heptanoylamino-5-bromonaphtho[1,2-d]thiazole C(CCCCCC)(=O)NC=1SC2=C(N1)C1=CC=CC=C1C(=C2)Br